(3aR,5s,6aS)-N-(5-methyl-6-(2-methyl-2H-indazol-5-yl)pyridazin-3-yl)-2-((tetrahydro-2H-pyran-4-yl)methyl-d2)octahydrocyclopenta[c]pyrrol-5-amine CC=1C=C(N=NC1C1=CC2=CN(N=C2C=C1)C)NC1C[C@@H]2[C@@H](CN(C2)C([2H])([2H])C2CCOCC2)C1